FC(C=1C=C(C=CC1F)NC(N(C=1C=NC(=NC1)OC)CC1=NNC(=C1C(C)(C)O)C(F)(F)F)=O)F 3-(3-(Difluoromethyl)-4-fluorophenyl)-1-((4-(2-hydroxyprop-2-yl)-5-(trifluoromethyl)-1H-pyrazol-3-yl)methyl)-1-(2-methoxypyrimidin-5-yl)urea